Tris(p-isocyanatophenyl) thiophosphat P(=S)(OC1=CC=C(C=C1)N=C=O)(OC1=CC=C(C=C1)N=C=O)OC1=CC=C(C=C1)N=C=O